tetrabutyl-phosphonium triazolate N1N=NC(=C1)C(=O)[O-].C(CCC)[P+](CCCC)(CCCC)CCCC